O[C@@H](CC[C@H](N)C(=O)O)CN (2S,5S)-5-hydroxylysine